N-[1-(4-fluorophenyl)-2-hydroxyethyl]-2-methyl-5-[(pyridin-2-yl)methoxy]-2H-indazole-3-carboxamide FC1=CC=C(C=C1)C(CO)NC(=O)C=1N(N=C2C=CC(=CC12)OCC1=NC=CC=C1)C